FC=1C=C(CN2CC=3C(N(C=4N(C3CC2)C=CN4)CC4=CC=C(C=C4)C)=O)C=CC1 7-(3-fluorobenzyl)-4-(4-methylbenzyl)-6,7,8,9-tetrahydroimidazo[1,2-a]pyrido[3,4-e]pyrimidine-5(4H)-one